C(CC(C)C)NC(=O)N1C=NC(=C1)C1=CC=NC=C1 N-iso-Pentyl-4-(pyridin-4-yl)-1H-imidazole-1-carboxamide